O1CCC(CC1)C1=NC2=CC=C(C=C2C=N1)C=O 2-(Tetrahydro-2H-pyran-4-yl)quinazolin-6-carbaldehyde